2-[(4,4-dimethyl-2,6-dioxocyclohexyl)methyl]-5,5-dimethylcyclohexane-1,3-dione CC1(CC(C(C(C1)=O)CC1C(CC(CC1=O)(C)C)=O)=O)C